N1CC(C1)CN1N=CC(=C1)NC1=CN=NC(=C1)C1=C(C=CC=C1F)F 4-((1-(azetidin-3-ylmethyl)-1H-pyrazol-4-yl)amino)-6-(2,6-difluorophenyl)pyridazine